CC1CCCCS(O1)(=O)=O 7-methyloxathiepane 2,2-dioxide